FC=1C=C2CCN(CC2=CC1)C1=CC(=C(C(=C1)C)NC(CC(C)(C)C)=O)C=1C=NSC1 N-(4-(6-fluoro-3,4-dihydroisoquinolin-2(1H)-yl)-2-(isothiazol-4-yl)-6-methylphenyl)-3,3-dimethylbutyramide